N,N'-(2,2'-dimethyl-[1,1'-biphenyl]-3,3'-diyl)bis(5-((3-hydroxyazetidin-1-yl)methyl)-4-methoxypicolinamide) CC1=C(C=CC=C1NC(C1=NC=C(C(=C1)OC)CN1CC(C1)O)=O)C1=C(C(=CC=C1)NC(C1=NC=C(C(=C1)OC)CN1CC(C1)O)=O)C